(1S,3aR,6aS)-N-((S)-1-amino-1-oxo-3-((S)-2-oxopyrrolidin-3-yl)propan-2-yl)-5,5-difluorooctahydrocyclopenta[c]pyrrole-1-carboxamide hydrobromide Br.NC([C@H](C[C@H]1C(NCC1)=O)NC(=O)[C@H]1NC[C@H]2[C@@H]1CC(C2)(F)F)=O